C1OCC(C2=CC=CC=C12)NC=1C2=C(N=CN1)NC=C2C(F)(F)F N-ISOCHROMAN-4-YL-5-(TRIFLUOROMETHYL)-7H-PYRROLO[2,3-D]PYRIMIDIN-4-AMINE